FC1=C(C=CC=C1)C1=NC2=C(N1[C@H]1[C@@H]([C@H](CCC1)NC(OC(C)(C)C)=O)O)C=C(C=C2)C2=NC=CC=N2 tert-butyl ((1S,2R,3R)-3-(2-(2-fluorophenyl)-6-(pyrimidin-2-yl)-1H-benzo[d]imidazol-1-yl)-2-hydroxycyclohexyl)carbamate